FC1=C(C=CC=C1[N+](=O)[O-])C=1N=C(C=2N(C1)C(/C(/N2)=C/C=2OC=CC2)=O)CC2=C(C=CC=C2)F (Z)-6-(2-fluoro-3-nitrophenyl)-8-(2-fluorobenzyl)-2-(furan-2-ylmethylene)imidazo[1,2-a]pyrazin-3(2H)-one